3-(Tert-butoxycarbonylamino)propanoic acid C(C)(C)(C)OC(=O)NCCC(=O)O